ClC=1C(=C(NC=2C3=C(N=CN2)C=CC(=N3)N3CC2(CN(C2)C(C=C)=O)C3)C=CC1Cl)F 1-[6-[4-(3,4-dichloro-2-fluoro-anilino)pyrido[3,2-d]pyrimidin-6-yl]-2,6-diazaspiro[3.3]heptan-2-yl]prop-2-en-1-one